2,9-bis(4-methyl-1,2,5-oxadiazol-3-yl)anthracene CC=1C(=NON1)C1=CC2=C(C3=CC=CC=C3C=C2C=C1)C1=NON=C1C